2-bromo-5-(2-naphthylmethyl)thiophene BrC=1SC(=CC1)CC1=CC2=CC=CC=C2C=C1